2,12-dimethyldinaphtho[2,1-b:1',2'-d]furan CC=1C=CC=2C=CC=3OC4=C(C3C2C1)C1=CC(=CC=C1C=C4)C